C[Si](OC)(CCCCCCCCCCCCCCCCCC)C dimethyl-octadecyl-methoxysilane